2-(3-(trifluoromethyloxy)phenyl)acetamide FC(OC=1C=C(C=CC1)CC(=O)N)(F)F